C1(=CC=CC=C1)C=1C=CC=2NC3=CC=C(C=C3C2C1)C1=CC=CC=C1 3,6-Diphenyl-9H-carbazole